P(=O)(O)(O)O.FC(SC1=CC=C(C=C1)SCC1=CC=C(C(=O)N)C=C1)(F)F 4-(((4-((trifluoromethyl)thio)phenyl)thio)methyl)benzamide dihydrogen phosphate